FC(S(=O)(=O)OC1=C[C@@H](CCO1)C=1N=C(C=2N(C(C(=C(N2)C)C)=O)C1)C1=C(C=C(C=C1)F)F)(F)F |o1:8| (R or S)-4-(9-(2,4-Difluorophenyl)-2,3-dimethyl-4-oxo-4H-pyrazino[1,2-a]pyrimidin-7-yl)-3,4-dihydro-2H-pyran-6-yl trifluoromethanesulfonate